ClC=1C=C(C=CC1F)[C@@H](N[S@](=O)C(C)(C)C)C1=NC(=CC=C1)C#N |o1:8| (R)-N-((R or S)-(3-chloro-4-fluorophenyl)(6-cyanopyridin-2-yl)methyl)-2-methylpropane-2-sulfinamide